FC1=CC=C(C=C1)C1=NN(C=C1C=1C2=C(N=CN1)C=C(C(=N2)C2C(C2)(C(=O)N)C(F)(F)F)OC)C (4-(3-(4-fluorophenyl)-1-methyl-1H-pyrazol-4-yl)-7-methoxypyrido[3,2-d]pyrimidin-6-yl)-1-(trifluoromethyl)cyclopropane-1-carboxamide